OCC1CC(N(C1)C(=O)OC(C)(C)C)(C)C tert-Butyl 4-(hydroxymethyl)-2,2-dimethylpyrrolidine-1-carboxylate